C(C1=CC=CC=C1)NC(N(C1CCC(CC1)NC1=NC=C(C=C1)C#N)C=1C=CC(=C(C1)NC(C=C)=O)N1CCN(CC1)C)=O N-(5-(3-benzyl-1-((1r,4r)-4-((5-cyanopyridin-2-yl)amino)cyclohexyl)ureido)-2-(4-methylpiperazin-1-yl)phenyl)acrylamide